(Sa)-6-(4-fluoro-1-((R) or (S)-1-(3'-methoxy-[1,1'-biphenyl]-4-yl)-ethyl)-1H-indole-7-carboxamido)spiro[3.3]heptane-2-carboxylic acid FC1=C2C=CN(C2=C(C=C1)C(=O)NC1CC2(CC(C2)C(=O)O)C1)[C@H](C)C1=CC=C(C=C1)C1=CC(=CC=C1)OC |o1:23|